1-(5-(4-(trifluoromethyl)phenoxy)-2-naphthoyl)azetidin FC(C1=CC=C(OC2=C3C=CC(=CC3=CC=C2)C(=O)N2CCC2)C=C1)(F)F